CC1=CC=CC(=N1)C1=NC=CC(=N1)NC1=NC(=NC=C1)NC1=CSC(=C1)CN1CCNCC1 N4-(2-(6-methylpyridin-2-yl)pyrimidin-4-yl)-N2-(5-(piperazin-1-ylmethyl)thiophen-3-yl)pyrimidine-2,4-diamine